[Si]([O-])([O-])([O-])F.[Cu+2].[Si]([O-])([O-])([O-])F.[Cu+2].[Cu+2] copper (P)-fluorosilicate